N(=[N+]=[N-])[C@@](COC)(C)C1=CN=C(C2=CN=C(C=C12)Cl)O[C@H]1[C@@H](N(C1)C(C)=O)C 1-((2S,3R)-3-((4-((S)-2-Azido-1-methoxypropan-2-yl)-6-chloro-2,7-naphthyridin-1-yl)oxy)-2-methylazetidin-1-yl)ethan-1-one